CC1=C(C2=CC=CC=C2N1)CC[NH2+]CC3=CC=C(C=C3)/C=C/C(=O)NO The molecule is an organic cation obtained by protonation of the secondary amino function of panobinostat. It is an ammonium ion derivative and an organic cation. It is a conjugate acid of a panobinostat.